OC(CCCC(=O)O)CCCCCCCCCCCCCCCCCC 5-Hydroxy-tricosanoic acid